trans-tert-butyl 2-(4-(4-(3-(2,6-dioxopiperidin-3-yl)-1-methyl-1H-indazol-6-yl)piperidin-1-yl)cyclohexyl)acetate O=C1NC(CCC1C1=NN(C2=CC(=CC=C12)C1CCN(CC1)[C@@H]1CC[C@H](CC1)CC(=O)OC(C)(C)C)C)=O